trans-4-((3-(1-Isopropyl-1H-pyrazol-4-yl)phenyl)((trans-4-(5-methoxy-6-methylpyridin-2-yl)cyclohexyl)methyl) carbamoyl)cyclohexyl 3-(methylsulfonyl)azetidine-1-carboxylate CS(=O)(=O)C1CN(C1)C(=O)O[C@@H]1CC[C@H](CC1)C(N(C[C@@H]1CC[C@H](CC1)C1=NC(=C(C=C1)OC)C)C1=CC(=CC=C1)C=1C=NN(C1)C(C)C)=O